3-(2-trifluoromethoxybenzyl-oxy)-N-(pyridin-3-yl)thiophene-2-carboxamide FC(OC1=C(COC2=C(SC=C2)C(=O)NC=2C=NC=CC2)C=CC=C1)(F)F